O1CCN(CC1)C=1OC2=C(N1)C=C(C=C2)NC(=O)C2=CNC1=NC=CC=C12 N-(2-morpholino-benzo[d]oxazol-5-yl)-1H-pyrrolo[2,3-b]pyridine-3-carboxamide